BrC1=CC(=C(OC=2C=CC(=C(C2)S(=O)(=O)NC2(CC2)C(=O)NC2CC2)O)C(=C1)Cl)Cl 1-[[5-(4-bromo-2,6-dichloro-phenoxy)-2-hydroxy-phenyl]sulfonylamino]-N-cyclopropyl-cyclopropanecarboxamide